o-pyrazolyl-propiophenone N1N=C(C=C1)C1=C(C=CC=C1)C(CC)=O